COC1=C(C=C(C(=C1)N1CCC(CC1)N1CCOCC1)C)C1=NC(=CC(=N1)N)N (2-methoxy-5-methyl-4-(4-morpholinopiperidin-1-yl)phenyl)pyrimidine-4,6-diamine